1-phenyl-3-(3-(nitro)phenyl)-2-propanone C1(=CC=CC=C1)CC(CC1=CC(=CC=C1)[N+](=O)[O-])=O